4-(((R)-1-(3-(difluoromethyl)-2-fluorophenyl)ethyl)amino)-2-methyl-6-((S)-spiro[2.2]pentan-1-yl)-2,6-dihydropyrido[3,4-d]pyridazine-1,7-dione FC(C=1C(=C(C=CC1)[C@@H](C)NC1=NN(C(C=2C1=CN(C(C2)=O)[C@H]2CC21CC1)=O)C)F)F